N-isobutylbis(dimethylamino)phenothiazine C(C(C)C)N1C2=CC=CC=C2SC=2C=CC(=C(C12)N(C)C)N(C)C